2-[2-(dimethylamino)ethylamino]-N7-indan-2-yl-pyrazolo[1,5-a]pyrimidine-3,7-dicarboxamide CN(CCNC1=NN2C(N=CC=C2C(=O)NC2CC3=CC=CC=C3C2)=C1C(=O)N)C